2-(2-naphthyl)fluorobenzene C1=C(C=CC2=CC=CC=C12)C1=C(C=CC=C1)F